CC1=NC2=CC(=CC(=C2N=C1N1CCOCC1)[C@@H](C)NC1=C(C=CC=C1)S(=O)(=O)C)C (R)-N-(1-(2,7-dimethyl-3-morpholinoquinoxalin-5-yl)ethyl)-2-(methylsulfonyl)aniline